HYDRAZINECARBOTHIOAMIDE N(N)C(N)=S